ethylhexyl-ammonium bicarbonate C([O-])(O)=O.C(C)[NH2+]CCCCCC